tert-butyl 2-(2-(4,4-dimethyltetrahydrofuran-3-yl)-5-fluorophenyl)acetate CC1(C(COC1)C1=C(C=C(C=C1)F)CC(=O)OC(C)(C)C)C